(2S,5R)-N-{[(2S,4S)-4-(1H-imidazol-1-ylmethyl)-pyrrolidin-2-yl]methyloxy}-7-oxo-6-(sulfooxy)-1,6-diazabicyclo[3.2.1]octane-2-carboxamide N1(C=NC=C1)C[C@H]1C[C@H](NC1)CONC(=O)[C@H]1N2C(N([C@H](CC1)C2)OS(=O)(=O)O)=O